C(C)(C)(C)N1N=CC=C1C=1C=C(C(=O)NC(C)(CC)C)C=C(C1)C1=CC=C(C=C1)Cl 3-(2-tert-butylpyrazol-3-yl)-5-(4-chlorophenyl)-N-(2-methylbut-2-yl)benzamide